C1(C=CC=C1)[Ti](C1=C(C(=CC=C1F)N(CC1CCCCC1)C(=O)C1=CC=C(C=C1)C)F)(C1=C(C(=CC=C1F)N(CC1CCCCC1)C(=O)C1=CC=C(C=C1)C)F)C1C=CC=C1 Bis(cyclopentadienyl)bis[2,6-difluoro-3-(N-cyclohexylmethyl-(4-toluoyl)amino)phenyl]titanium